C=1(C(=CC=C(C1)C(=O)Cl)C(=O)Cl)C(=O)Cl 1,2,5-Benzenetricarbonyltrichloride